2-hexenylmethyldimethoxysilane C(C=CCCC)[Si](OC)(OC)C